N1=CNC(C2=C1SC=C2)=O 4H-thieno[2,3-d]pyrimidin-4-one